ethyl-1,1,2,2-d4-Benzoate C(C([2H])[2H])([2H])([2H])OC(C1=CC=CC=C1)=O